CN1CCC(CC1)NC1=C2C=C(N(C2=CC=C1)CC(F)(F)F)C1=NN=C(S1)CNC(=O)[C@H]1[C@@H](C1)C(=O)O |r| (+/-)-(1R,2R)-2-{[(5-{4-[(1-methylpiperidin-4-yl)amino]-1-(2,2,2-trifluoroethyl)-1H-indol-2-yl}-1,3,4-thiadiazol-2-yl)methyl]carbamoyl}cyclopropane-1-carboxylic acid